(R)-N-(1-(6-hydroxy-2-morpholinopyrimidin-4-yl)ethyl)-5-methoxypicolinamide OC1=CC(=NC(=N1)N1CCOCC1)[C@@H](C)NC(C1=NC=C(C=C1)OC)=O